C1=C(C=CC2=CC=CC=C12)N(C1=CC=C(C=C1)C1=CC=C(C=C1)C1=CC=C(C=C1)N(C1=CC=CC=C1)C1=CC2=CC=CC=C2C=C1)C1=CC=CC=C1 4,4''-bis{(naphthalen-2-yl)-phenylamino}-1,1':4',1''-terphenyl